2-(2-bromo-5-ethyl-7-oxo-6-(piperazin-1-yl)-[1,2,4]triazolo[1,5-a]pyrimidin-4(7H)-yl)-N-(2-chloro-4-(pentafluoro-λ6-sulfanyl)phenyl)acetamide BrC1=NN2C(N(C(=C(C2=O)N2CCNCC2)CC)CC(=O)NC2=C(C=C(C=C2)S(F)(F)(F)(F)F)Cl)=N1